C(C)(C)(C)P R-tert-butyl-phosphine